ethyl (3R,4S)-3,4-dihydroxy-2,2-dimethyl-3,4-dihydro-2H-pyrano[2,3-b]pyridine-6-carboxylate O[C@@H]1[C@H](C=2C(=NC=C(C2)C(=O)OCC)OC1(C)C)O